2-methyl-3-oxabicyclo[3.1.0]hexane-6-carboxylic acid CC1C2C(C2CO1)C(=O)O